6-((1R,4r)-4-(4-methyl-6-(trifluoromethyl)pyridin-3-yl)cyclohexyl)-2-thia-6-azaspiro[3.4]octane 2,2-dioxide CC1=C(C=NC(=C1)C(F)(F)F)C1CCC(CC1)N1CC2(CS(C2)(=O)=O)CC1